tert-butyl 2-[4-[4-ethylsulfonyl-2-[6-methyl-7-oxo-1-(p-tolylsulfonyl)pyrrolo[2,3-c]pyridin-4-yl]phenoxy]phenyl]-2,7-diazaspiro[3.5]nonane-7-carboxylate C(C)S(=O)(=O)C1=CC(=C(OC2=CC=C(C=C2)N2CC3(C2)CCN(CC3)C(=O)OC(C)(C)C)C=C1)C=1C3=C(C(N(C1)C)=O)N(C=C3)S(=O)(=O)C3=CC=C(C=C3)C